N-(3-chloro-5-(methylsulfonamido)phenyl)-1-(pyridin-2-yl)-5-(2,6-diazaspiro[3.3]heptane-2-carbonyl)-1H-pyrrole-3-carboxamide ClC=1C=C(C=C(C1)NS(=O)(=O)C)NC(=O)C1=CN(C(=C1)C(=O)N1CC2(C1)CNC2)C2=NC=CC=C2